14-(3-aminopropyl)-7-ethyl-7-hydroxy-10,13-dihydro-11H-[1,3]dioxolo[4,5-g]pyrano[3',4':6,7]indolizino[1,2-b]quinoline-8,11(7H)-dione NCCCC1=C2C(=NC=3C=C4C(=CC13)OCO4)C4=CC1=C(C(N4C2)=O)COC(C1(O)CC)=O